CN(C(OC(C)(C)C)=O)[C@H](C(N[C@H]1C(OCC1)=O)=O)CC(C)C tert-butyl methyl((S)-4-methyl-1-oxo-1-(((R)-2-oxotetrahydrofuran-3-yl)amino)pentan-2-yl)carbamate